BrC1=NN2C(NC(CC2=O)=O)=C1C(=O)OCC Ethyl 2-bromo-5,7-dioxo-4,5,6,7-tetrahydropyrazolo[1,5-a]pyrimidine-3-carboxylate